1-(5-(4-chloro-3-fluorophenyl)oxazol-4-yl)pyrimidine-2,4(1H,3H)-dione ClC1=C(C=C(C=C1)C1=C(N=CO1)N1C(NC(C=C1)=O)=O)F